FC1=C(C=CC(=C1)F)C1=CC(=NO1)C(=O)NCC(C)(C=1C=NN(C1)C)C1=NC(=CC=C1)/C(=N/OC)/C 5-(2,4-difluorophenyl)-N-[2-[6-[(E)-N-methoxy-C-methyl-carbonimidoyl]-2-pyridyl]-2-(1-methylpyrazol-4-yl)propyl]isoxazole-3-carboxamide